N-(4-Methoxyphenyl)-2-{2-[4-oxoquinazolin-3(4H)-yl]acetyl}hydrazine COC1=CC=C(C=C1)NNC(CN1C=NC2=CC=CC=C2C1=O)=O